FC(C1=CN(C(=C1C1=CC(=C(C=C1)OC)F)F)C1=CC=C(N)C=C1)(F)F 4-(3-trifluoromethyl-5-fluoro-4-(3-fluoro-4-methoxyphenyl)-1H-pyrrol-1-yl)aniline